C(C)(C)(C)OC(=O)N1CC(CC1)NC(\C(=C\CCCCC(=O)NO)\COC1=CC=CC2=CC=CC=C12)=O (E)-3-(8-(hydroxyamino)-2-((naphthalen-1-yloxy)methyl)-8-oxo-2-octenoylamino)pyrrolidine-1-carboxylic acid tert-butyl ester